CN1N=CC(=C1)C=1C=C(C(=O)N([C@H]2CNCCC2)C2=NC=CC3=CC=CC(=C23)C)C=CC1C=1C=NN(C1)C (R)-3,4-bis(1-methyl-1H-pyrazol-4-yl)-N-(8-methylisoquinolin-1-yl)-N-(piperidin-3-yl)benzamide